N-((2E,4E)-5-(phenylamino)penta-2,4-dienylidene)aniline hydrochloride Cl.C1(=CC=CC=C1)N/C=C/C=C/C=NC1=CC=CC=C1